5-Bromo-N-methylpyrazolo[1,5-a]pyridine-3-carboxamide BrC1=CC=2N(C=C1)N=CC2C(=O)NC